ClC1=C(C(=NC=C1)N1C(C=2SC=3CC(CC3C2CC1)(C)C)=O)CO 10-[4-Chloro-3-(hydroxymethyl)pyridin-2-yl]-4,4-dimethyl-7-thia-10-azatricyclo[6.4.0.02,6]dodeca-1(8),2(6)-dien-9-one